COC1=CC(=C(C(=C1)O)C(=O)CCC2=CC=C(C=C2)O)O The molecule is a member of the class of dihydrochalcones that is the 4'-methyl ether derivative of phloretin. It has a role as a plant metabolite. It derives from a phloretin.